N-Methylindole CN1C=CC2=CC=CC=C12